N-(1H-imidazol-2-yl)-3,4,5-trimethoxy-N-phenylbenzamide N1C(=NC=C1)N(C(C1=CC(=C(C(=C1)OC)OC)OC)=O)C1=CC=CC=C1